C(C)OC(CC1=C(C(=CC=C1)Br)O)=O 2-(3-Bromo-2-hydroxyphenyl)acetic acid ethyl ester